tert-butyl 6-fluoro-2-((1-(2-(methyl(2-phenoxyethyl)amino)-2-oxoethyl)-1H-pyrazol-4-yl)carbamoyl)-2H-benzo[b][1,4]oxazine-4(3H)-carboxylate FC1=CC2=C(OC(CN2C(=O)OC(C)(C)C)C(NC=2C=NN(C2)CC(=O)N(CCOC2=CC=CC=C2)C)=O)C=C1